2-dimethylamino-ethylferrocene CN(CC[C-]1C=CC=C1)C.[CH-]1C=CC=C1.[Fe+2]